COC1=CC=C(COC=2C(=C(C(=O)NC3=NN=NN3C)C=CC2C(F)(F)F)S(=O)C)C=C1 3-(4-methoxybenzyloxy)-2-methylsulfinyl-4-(trifluoromethyl)-N-(1-methyltetrazol-5-yl)benzamide